[(2R,6R)-6-(4-benzamido-2-oxo-pyrimidin-1-yl)-2-[[bis(4-methoxyphenyl)-phenyl-methoxy]methyl]-4-isopropyl-morpholin-2-yl]methyl benzoate C(C1=CC=CC=C1)(=O)OC[C@@]1(CN(C[C@@H](O1)N1C(N=C(C=C1)NC(C1=CC=CC=C1)=O)=O)C(C)C)COC(C1=CC=CC=C1)(C1=CC=C(C=C1)OC)C1=CC=C(C=C1)OC